2,2-bis{4-(2-aminophenoxy)phenyl}hexafluoropropane tert-butyl-(3R,4S)-3-(((benzyloxy)carbonyl)amino)-4-fluoropyrrolidine-1-carboxylate C(C)(C)(C)OC(=O)N1C[C@H]([C@H](C1)F)NC(=O)OCC1=CC=CC=C1.NC1=C(OC2=CC=C(C=C2)C(C(F)(F)F)(C(F)(F)F)C2=CC=C(C=C2)OC2=C(C=CC=C2)N)C=CC=C1